(4'-chloro[1,1'-biphenyl]-4-yl)boronic acid ClC1=CC=C(C=C1)C1=CC=C(C=C1)B(O)O